[N+](=O)([O-])C=1C=CC2=C(C(NCCO2)=O)C1 7-Nitro-3,4-dihydrobenzo[f][1,4]oxaazepine-5(2H)-one